BrC=1C=C(C(=C(C1)CN(C(OC(C)(C)C)=O)C1(CC1)CO)O)Cl tert-butyl N-[(5-bromo-3-chloro-2-hydroxyphenyl)methyl]-N-[1-(hydroxymethyl) cyclopropyl]carbamate